Cl.N[C@@H]1CN(CC1)C1=C2C(=NC3=CC=C(C=C13)C1=CC(=NC=C1)NC1=CC=C(C=C1)S(=O)(=O)N1CCCC1)CCCCC2 (S)-4-(11-(3-Aminopyrrolidin-1-yl)-7,8,9,10-tetrahydro-6H-cyclohepta[b]quinolin-2-yl)-N-(4-(pyrrolidin-1-ylsulfonyl)phenyl)pyridin-2-amine hydrochloride